N-(5-(benzylthio)-6-methoxypyridin-3-yl)-2-phenylthiazole-4-carboxamide C(C1=CC=CC=C1)SC=1C=C(C=NC1OC)NC(=O)C=1N=C(SC1)C1=CC=CC=C1